CC=1SC(N2C1NC(C1=CC=CC=C21)=O)=S methyl-5-oxo-1-thioxo-4,5-dihydro-1H-thiazolo[3,4-a]quinazoline